8-(2,4-dioxoimidazolidin-1-yl)-2-methylimidazo[1,2-a]pyridine-6-carboxylic acid O=C1N(CC(N1)=O)C=1C=2N(C=C(C1)C(=O)O)C=C(N2)C